2-[6-[(3aS,7aR)-6-methyl-3,3a,4,5,7,7a-hexahydro-2H-pyrrolo[2,3-c]pyridin-1-yl]-4-methyl-pyridazin-3-yl]-5-chloro-phenol CN1C[C@H]2[C@@H](CC1)CCN2C2=CC(=C(N=N2)C2=C(C=C(C=C2)Cl)O)C